N1CCC(=CC1)CN1C[C@H]2N(C=3C(=NN=C(C3)C3=C(C=CC=C3)O)NC2)CC1 (S)-2-(8-((1,2,3,6-tetrahydropyridin-4-yl)methyl)-6,6a,7,8,9,10-hexahydro-5H-pyrazino[1',2':4,5]pyrazino[2,3-c]pyridazin-2-yl)phenol